2,4-di-tert-butyl-1-(methoxymethoxy)benzene C(C)(C)(C)C1=C(C=CC(=C1)C(C)(C)C)OCOC